tert-Butyl (3-((6-chloro-3-((4-chlorophenyl)amino)-9-tosyl-9H-carbazol-1-yl)oxy)propyl)carbamate ClC=1C=C2C=3C=C(C=C(C3N(C2=CC1)S(=O)(=O)C1=CC=C(C)C=C1)OCCCNC(OC(C)(C)C)=O)NC1=CC=C(C=C1)Cl